5-isopropyl-4-(4,4,5,5-tetramethyl-1,3,2-dioxaborolan-2-yl)-1H-pyrazole C(C)(C)C1=C(C=NN1)B1OC(C(O1)(C)C)(C)C